COC1=CC(=C(C(=O)N[C@@H](CCO[C@@H]2C[C@@H](C2)CCC2=NC=3NCCCC3C=C2)C(=O)O)C(=C1)C)C N-(4-methoxy-2,6-dimethylbenzoyl)-O-(cis-3-(2-(5,6,7,8-tetrahydro-1,8-naphthyridin-2-yl)ethyl)cyclobutyl)homoserine